methyl 1-amino-4-(benzyloxy)-7-phenoxyisoquinoline-3-carboxylate NC1=NC(=C(C2=CC=C(C=C12)OC1=CC=CC=C1)OCC1=CC=CC=C1)C(=O)OC